1-[3-amino-4-(benzyloxy)-6-bromo-2-fluorophenyl]-3-[(2-methylpropyl)amino]propan-2-ol NC=1C(=C(C(=CC1OCC1=CC=CC=C1)Br)CC(CNCC(C)C)O)F